CC1(N=CC=C(C1)N1CCCCC1)C 2,2-dimethyl-4-(piperidin-1-yl)-2,3-dihydropyridine